methyl (S)-(azetidin-2-ylmethyl)(1-(4-fluoro-3-(trifluoromethyl)phenyl)cyclopropyl)carbamate N1[C@@H](CC1)CN(C(OC)=O)C1(CC1)C1=CC(=C(C=C1)F)C(F)(F)F